N-(3-(3-Chlorophenyl)cyclobutyl)-5-(4-((2-oxopyridin-1-yl)methyl)benzyl)-4H-1,2,4-triazole-3-carboxamide ClC=1C=C(C=CC1)C1CC(C1)NC(=O)C1=NN=C(N1)CC1=CC=C(C=C1)CN1C(C=CC=C1)=O